NC=1C=CC(=C(C1)S(=O)(=O)N(C)C)C(F)(F)F 5-amino-N,N-dimethyl-2-(trifluoromethyl)benzenesulfonamide